C(C)(C)NC1=NC2=CC=C(N=C2C=C1C(=O)N)C=1C=NNC1 (isopropylamino)-6-(1H-pyrazol-4-yl)-1,5-naphthyridine-3-carboxamide